ClC=1C(=C(C2=C(N(CCO2)CCC(C)C)C1)C(=O)O)F 6-Chloro-7-fluoro-4-(3-methylbutyl)-3,4-dihydro-2H-1,4-benzoxazine-8-carboxylic acid